1-(2,2-difluoroethyl)-4-fluoro-N-(6-(1-methyl-1H-1,2,3-triazol-5-yl)isoquinolin-3-yl)piperidine-4-carboxamide FC(CN1CCC(CC1)(C(=O)NC=1N=CC2=CC=C(C=C2C1)C1=CN=NN1C)F)F